C(C)(C)(C)P(C1=CC(=CC=C1)OC)C(C)(C)C di-(tert-butyl)(3-methoxyphenyl)phosphine